3-trifluoromethanesulfonyl-benzene FC(S(=O)(=O)C=1C=CC=CC1)(F)F